ClC1=C(C=C(C=C1)C(F)(F)F)NS(=O)(=O)C=1C=C(C(=O)NC=2C=NC(=CC2)OC)C=CC1 3-(N-(2-chloro-5-(trifluoromethyl)phenyl)sulfamoyl)-N-(6-methoxypyridin-3-yl)benzamide